FC1(CCN(CC1)C1=CC(=CC(=N1)NC1=NN=CC2=CC(=CC(=C12)N1CCC2(CC2)CC1)NS(=O)(=O)CCO)C)F N-(1-((6-(4,4-Difluoropiperidin-1-yl)-4-methylpyridin-2-yl)amino)-8-(6-azaspiro[2.5]octan-6-yl)phthalazin-6-yl)-2-hydroxyethane-1-sulfonamide